C(C)OC(=O)OC Ethylmethoxyformate